C(C)(=O)C=1C=C(C=CC1)NC(=O)NC=1C=C2C(N(C(N(C2=CC1)CCN1CCCCC1)=O)[C@H](COC)C)=O (S)-1-(3-acetylphenyl)-3-(3-(1-methoxypropane-2-yl)-2,4-dioxo-1-(2-(piperidin-1-yl)ethyl)-1,2,3,4-tetrahydroquinazolin-6-yl)urea